(R)-6-(6-(4-(1-acryloylpyrrolidine-3-carbonyl)piperazin-1-yl)pyridin-3-yl)-4-methoxypyrazolo[1,5-a]pyridine-3-carbonitrile C(C=C)(=O)N1C[C@@H](CC1)C(=O)N1CCN(CC1)C1=CC=C(C=N1)C=1C=C(C=2N(C1)N=CC2C#N)OC